NCC1=CC(=C(C=C1)NC(=O)C1=CC2=C(OCCC3=C2SC=C3)C=C1C=1C(=NC(=CC1)C(NC1CCC(CC1)(C)C)=O)C(=O)O)C 3-(9-((4-(aminomethyl)-2-methylphenyl)carbamoyl)-4,5-dihydrobenzo[b]thieno[2,3-d]oxepin-8-yl)-6-((4,4-dimethylcyclohexyl)carbamoyl)picolinic acid